ClC=1C(=NN2C1N=C(C(=C2)C(=O)O)C=2C=CC=1N(C2)C=CN1)C 3-chloro-5-(imidazo[1,2-a]pyridin-6-yl)-2-methylpyrazolo[1,5-a]pyrimidine-6-carboxylic acid